(S,E)-N-(4-(methylsulfonyl)but-3-en-2-yl)-4-phenoxy-2-(2-azaspiro[3.3]heptan-2-yl)pyrimidine-5-carboxamide CS(=O)(=O)/C=C/[C@H](C)NC(=O)C=1C(=NC(=NC1)N1CC2(C1)CCC2)OC2=CC=CC=C2